(S)-(-)-1-(4-fluoroquinolin-5-yl)sulfonyl-2-methyl-1,4-diazepane FC1=CC=NC2=CC=CC(=C12)S(=O)(=O)N1[C@H](CNCCC1)C